CNC1CCOCC1 N-methyltetrahydro-2H-pyran-4-amine